benzopyran-4-one, hydrochloride Cl.O1C=CC(C2=C1C=CC=C2)=O